2-chloro-5-(3-chlorobenzyloxy)pyridine ClC1=NC=C(C=C1)OCC1=CC(=CC=C1)Cl